3-(5-(((S)-1-((8-Fluoroisoquinolin-3-yl)methyl)pyrrolidin-3-yl)oxy)-1-oxoisoindolin-2-yl)piperidine-2,6-dione FC=1C=CC=C2C=C(N=CC12)CN1C[C@H](CC1)OC=1C=C2CN(C(C2=CC1)=O)C1C(NC(CC1)=O)=O